3-(4-(4-((4-(2-((S)-6-(methoxymethyl)-6-methyl-4,5,6,7-tetrahydro-1H-indazol-3-yl)-1H-indole-6-carbonyl)piperazin-1-yl)methyl)piperidin-1-yl)phenyl)piperidine-2,6-dione COC[C@]1(CCC=2C(=NNC2C1)C=1NC2=CC(=CC=C2C1)C(=O)N1CCN(CC1)CC1CCN(CC1)C1=CC=C(C=C1)C1C(NC(CC1)=O)=O)C